4-(3-((4-chloro-1-(tetrahydro-2H-pyran-2-yl)-1H-indazol-5-yl)amino)-4-methyl-1H-pyrazol-1-yl)-N,2-dimethoxy-N-methylbenzamide ClC1=C2C=NN(C2=CC=C1NC1=NN(C=C1C)C1=CC(=C(C(=O)N(C)OC)C=C1)OC)C1OCCCC1